Ethyl (2R)-2-{[(1,2,3,5,6,7-hexahydro-s-indacen-4-yl)carbamoyl]oxy}-3-(2-methoxyethoxy)propanoate C1CCC2=C(C=3CCCC3C=C12)NC(=O)O[C@@H](C(=O)OCC)COCCOC